FC(C(C(C(C(F)F)(F)F)=O)(C(F)(F)F)F)(F)F 1,1,1,2,4,4,5,5-octafluoro-2-trifluoromethyl-pentan-3-one